(S)-6-(2-(2-methoxy-2-oxoethyl)pyrrolidin-1-yl)picolinic acid COC(C[C@H]1N(CCC1)C1=CC=CC(=N1)C(=O)O)=O